(2-(4-(3-((5-(m-tolyl)imidazo[1,2-a]pyrazin-8-yl)amino)phenyl)piperazin-1-yl)ethyl)acetamide C1(=CC(=CC=C1)C1=CN=C(C=2N1C=CN2)NC=2C=C(C=CC2)N2CCN(CC2)CCCC(=O)N)C